C(C)N(C(=O)N1C2CNCC1CC2)C2=CC=C(C=C2)C N-ethyl-N-(4-methylphenyl)-3,8-diazabicyclo[3.2.1]Octane-8-carboxamide